C12C3C4C=CC(C3C(C3CCCC31)C2)C4 pentacyclo[6.5.1.13,6.02,7.09,13]pentadeca-4-ene